N-[4-(phenylsulfonyloxy)phenyl]-N'-[4-(mesyloxy)phenyl]urea C1(=CC=CC=C1)S(=O)(=O)OC1=CC=C(C=C1)NC(=O)NC1=CC=C(C=C1)OS(=O)(=O)C